ClC1=C(C=CC=C1C1=C(C(=NC=C1)Cl)Cl)NC(=O)C=1N(C2=C(CN(CC2)CC23CCC(CC2)(C3)C(=O)OC)N1)C Methyl 4-((2-((2-chloro-3-(2,3-dichloropyridin-4-yl)phenyl)carbamoyl)-1-methyl-1,4,6,7-tetrahydro-5H-imidazo[4,5-c]pyridin-5-yl)methyl)bicyclo[2.2.1]heptane-1-carboxylate